N1(CCNCC1)C1=C(C=CC=C1)N1CCNCC1 1,2-di(piperazin-1-yl)benzene